methyl (2S)-2-[(tert-butoxycarbonyl)amino]-3-(3-fluoro-4-hydroxyphenyl)propanoate C(C)(C)(C)OC(=O)N[C@H](C(=O)OC)CC1=CC(=C(C=C1)O)F